C(#N)C=1C(=NNC1)NC(CC1CC1)=O N-(4-cyano-1H-pyrazol-3-yl)-2-cyclopropylacetamide